ClC=1C=NC(=C(C1)Cl)Cl 3,5,6-trichloropyridin